CONC(CC1=C(C=C(C=C1Cl)Cl)Cl)C O-methyl-N-(1-(2,4,6-trichlorophenyl)propan-2-yl)hydroxylamine